(S)- or (R)-lactic acid C([C@@H](O)C)(=O)O |o1:1|